(E)-N-methyl-3-(2-methyl-6-((N-methylsulfamoyl)amino)pyridin-3-yl)-N-((3-methylbenzofuran-2-yl)methyl)acrylamide CN(C(\C=C\C=1C(=NC(=CC1)NS(NC)(=O)=O)C)=O)CC=1OC2=C(C1C)C=CC=C2